C(C)N1N=C(OCC1=O)C=1C(=NC=CN1)C(C)NC(C1=CC(=CC(=C1)C(F)(F)F)C(F)(F)F)=O N-(1-(3-(4-ethyl-5-oxo-5,6-dihydro-4H-1,3,4-oxadiazin-2-yl)pyrazin-2-yl)ethyl)-3,5-bis(trifluoromethyl)benzamide